N1=CC(=CC=C1)COC(NCC1=CC=C(C=C1)C(NC1=C(C=CC=C1)N)=O)=O 3-pyridylmethyl-N-{4-[(2-aminophenyl)-carbamoyl]-benzyl}-carbamate